tert-butyl N-((S)-1-((3-(benzyloxy)azetidin-1-yl)sulfonyl)pyrrolidine-3-carbonyl)-N-methyl-L-valinate C(C1=CC=CC=C1)OC1CN(C1)S(=O)(=O)N1C[C@H](CC1)C(=O)N([C@@H](C(C)C)C(=O)OC(C)(C)C)C